CN(C(=O)C1=NOC(=C1)CCCOC1=C(C=C(C=C1)C1=NOC(=N1)C(F)(F)F)C)C N,N-Dimethyl-5-(3-{2-methyl-4-[5-(trifluoromethyl)-1,2,4-oxadiazol-3-yl]phenoxy}propyl)isoxazol-3-carboxamid